2-(difluoromethyl)-3-methoxypyridine FC(C1=NC=CC=C1OC)F